benzyl ((R)-1-((S)-1-(4-chloro-3-(1H-pyrazol-3-yl)phenyl)-2-hydroxyethyl)-4-(4-(1-(difluoromethyl)-1H-pyrazol-4-yl)phenyl)-4-neopentyl-5-oxoimidazolidin-2-ylidene)carbamate ClC1=C(C=C(C=C1)[C@@H](CO)N1C(N[C@](C1=O)(CC(C)(C)C)C1=CC=C(C=C1)C=1C=NN(C1)C(F)F)=NC(OCC1=CC=CC=C1)=O)C1=NNC=C1